FC=C[NH-] FLUORoVINYL-AMID